C(C1=CC=CC=C1)N1N=C2C=C(C=CC2=C1)Br 2-benzyl-6-bromo-2H-indazole